COC(=O)C1(CCC2(C(CC3=CC=CC=C23)CCCOC2=CC=NC=3C(CCCC23)O)CC1)NC1=CC(=CC=C1)Cl (1r,4r)-4-(3-Chloroanilino)-2'-{3-[(8-hydroxy-5,6,7,8-tetrahydroquinolin-4-yl)oxy]propyl}-2',3'-dihydrospiro[cyclohexane-1,1'-indene]-4-carboxylic acid methyl ester